N-(4-(2-(5-(pentyloxy)pentyl)hydrazine-1-carbonyl)benzyl)isoxazole-3-carboxamide 4-(2-(5-bromo-2-hydroxybenzylideneamino)-4-methoxy-3-oxobutyl)phenyl-isobutyrate BrC=1C=CC(=C(C=NC(CC2=CC=C(C=C2)OC(C(C)C)=O)C(COC)=O)C1)O.C(CCCC)OCCCCCNNC(=O)C1=CC=C(CNC(=O)C2=NOC=C2)C=C1